1-(3-bromo-5,6-dichloropyridin-2-yl)methanamine BrC=1C(=NC(=C(C1)Cl)Cl)CN